N[C@H](C(=O)NC1=CC=C(C=C1)CCCCCCCC)CCCCO (S)-2-amino-6-hydroxy-N-(4-octylphenyl)hexanamide